CN1N=CC(=C1)C1=CC=C(CNC2=CC(=NC=N2)C2=CN=C3N2C=CC(=C3)OCCCO)C=C1 3-(3-{6-[4-(1-methyl-1H-pyrazol-4-yl)-benzylamino]-pyrimidin-4-yl}-imidazo[1,2-a]pyridin-7-yloxy)-propan-1-ol